CN1C(N(C=2C=CC3=C4C(=CC=C1C24)C=C3)C)=O 1,3-dimethyl-1,3-dihydro-2H-cyclopenta[gh]perimidine-2-one